C(C1=CC=CC=C1)C1(CC(=NO1)COCC1=CC=CC=C1)C(=O)N[C@@H](CC(C)C)B(O)O (1R)-1-(5-benzyl-3-((benzyloxy)methyl)-4,5-dihydroisoxazole-5-carboxamido)-3-methylbutylboronic acid